lysylmethanol N[C@@H](CCCCN)C(=O)CO